(S)-1-(4-iodophenyl)ethan-1-amine hydrochloride Cl.IC1=CC=C(C=C1)[C@H](C)N